FC=1C(=CC(=C(C1)N1C(C=CC2=CC(=CC=C12)S(=O)(=O)NC1=NOC=C1)=O)OC)C1(CC1)C(F)(F)F (P)-1-(5-FLUORO-2-METHOXY-4-(1-(TRIFLUOROMETHYL)CYCLOPROPYL)PHENYL)-N-(ISOXAZOL-3-YL)-2-OXO-1,2-DIHYDROQUINOLINE-6-SULFONAMIDE